[N+](=[N-])=C(C(=O)OCC)C(CC(CC)(C(F)(F)F)O)=O ethyl 2-diazo-5-hydroxy-3-oxo-5-(trifluoromethyl)heptanoate